CC1(C(=C(N=N1)C)C)C dimethyl-3,4-dimethyl-pyrazole